ONC(=N)C=1C=C(C(=O)NCCC(=O)NC=2SC(=C(N2)C)C(=O)OCCC)C=C(C1)C(F)(F)F propyl 2-[3-[[3-(N-hydroxycarbamimidoyl)-5-(trifluoromethyl) benzoyl] amino] propionylamino]-4-methyl-thiazole-5-carboxylate